ClC1=C(C#N)C=CC(=C1)N1CC2(C[C@@H]1C)CCN(CC2)C2=CC=C(C=C2)C(=O)N2CCN(CC2)C2CN(C2)C=2C=C1C(N(C(C1=CC2)=O)C2C(NC(CC2)=O)=O)=O 2-chloro-4-((3S)-8-(4-(4-(1-(2-(2,6-dioxopiperidin-3-yl)-1,3-dioxoisoindolin-5-yl)azetidin-3-yl)piperazine-1-carbonyl)phenyl)-3-methyl-2,8-diazaspiro[4.5]decan-2-yl)benzonitrile